N-benzyl-N,N-bis(2-chloroethyl)amine C(C1=CC=CC=C1)N(CCCl)CCCl